BrCCN1C[C@H]2N(C=3C(=NN=C(C3)C3=C(C=CC=C3)O)NC2)CC1 (S)-2-(8-(2-bromoethyl)-6,6a,7,8,9,10-hexahydro-5H-pyrazino[1',2':4,5]pyrazino[2,3-c]pyridazin-2-yl)phenol